2-[[5-bromo-2-[4-[2-[2-[2-(methylamino)ethoxy]ethoxy]ethylsulfamoyl]anilino]pyrimidin-4-yl]amino]-6-fluoro-benzamide BrC=1C(=NC(=NC1)NC1=CC=C(C=C1)S(NCCOCCOCCNC)(=O)=O)NC1=C(C(=O)N)C(=CC=C1)F